Methyl (3S)-1-(3-fluoro-4-{5-[(1R)-1-methyl-1,2,3,4-tetrahydroisoquinoline-2-carbonyl]-7-(pyridin-4-yl)pyrazolo[1,5-a]pyrimidin-2-yl}phenyl)pyrrolidine-3-carboxylate FC=1C=C(C=CC1C1=NN2C(N=C(C=C2C2=CC=NC=C2)C(=O)N2[C@@H](C3=CC=CC=C3CC2)C)=C1)N1C[C@H](CC1)C(=O)OC